O=C1NC(CCC1NC1=CC(=C(C=C1)N1CCC(CC1)(C(=O)OCC1=CC=CC=C1)O)F)=O benzyl 1-[4-[[2,6-dioxo-3-piperidyl] amino]-2-fluoro-phenyl]-4-hydroxy-piperidine-4-carboxylate